N[C@H](C(=O)NC1=CC=C(C=C1)CO)CCCNC(=O)N (S)-2-amino-N-(4-(hydroxymethyl)phenyl)-5-ureidovaleramide